5-(2-chlorophenoxy)-6-fluoro-3-(((3-(trifluoromethyl)pyridin-2-yl)methyl)amino)-4H-benzo[e][1,2,4]thiadiazine 1,1-dioxide ClC1=C(OC2=C(C=CC3=C2NC(=NS3(=O)=O)NCC3=NC=CC=C3C(F)(F)F)F)C=CC=C1